tert-butyl (3-(2-((4-bromo-6-(difluoromethyl)pyridin-2-yl)oxy)propyl)bicyclo[1.1.1]pentan-1-yl)carbamate BrC1=CC(=NC(=C1)C(F)F)OC(CC12CC(C1)(C2)NC(OC(C)(C)C)=O)C